ClC1=NN2C(C(=N1)NC1CCCC1)=CC=C2[C@H]2[C@@H]([C@@H]([C@H](O2)CO[C@@](CC(=O)O)(COC)P(=O)(O)O)O)O (R)-3-(((2R,3S,4R,5S)-5-(2-Chloro-4-(cyclopentylamino)pyrrolo[2,1-f][1,2,4]triazin-7-yl)-3,4-dihydroxytetrahydrofuran-2-yl)methoxy)-4-methoxy-3-phosphonobutanoic acid